5-(naphthalen-1-yl)-5,12-dihydroindolo[3,2-a]carbazole C1(=CC=CC2=CC=CC=C12)N1C2=CC=CC=C2C=2C1=CC=C1C3=CC=CC=C3NC21